1-(3,8-Diazabicyclo[3.2.1]octan-3-yl)-6-(8-ethynyl-7-fluoro-3-hydroxy-1-naphthyl)-5-fluoro-4-methyl-2,7-naphthyridine-3-carbonitrile C12CN(CC(CC1)N2)C2=NC(=C(C1=C(C(=NC=C21)C2=CC(=CC1=CC=C(C(=C21)C#C)F)O)F)C)C#N